ClCC1=C(C=C(C(=N1)OC)N(CC1=CC=C(C=C1)OC)CC1=CC=C(C=C1)OC)F [6-(chloromethyl)-5-fluoro-2-methoxy-3-pyridyl]-bis(p-anisyl)amine